2-(((Tert-butyldimethylsilyl)oxy)methyl)-5-(2-((tetrahydro-2H-pyran-2-yl)oxy)ethoxy)isonicotinonitrile [Si](C)(C)(C(C)(C)C)OCC=1C=C(C#N)C(=CN1)OCCOC1OCCCC1